2-amino-3'-hydroxy-2',6'-dimethyl-5-(quinolin-4-yl)-[1,1'-biphenyl]-3-carboxamide NC1=C(C=C(C=C1C(=O)N)C1=CC=NC2=CC=CC=C12)C1=C(C(=CC=C1C)O)C